O(C)C=CC1=CC=CC=C1 methoxyl-styrene